2-amino-4-(4-fluoro-1H-indol-3-yl)pyrimidine NC1=NC=CC(=N1)C1=CNC2=CC=CC(=C12)F